1-Aminopentan NCCCCC